3-(4-cyanophenyl)-N-(3H-imidazo[4,5-b]pyridin-2-ylmethyl)pyrrolo[1,5-a]pyridine-6-carboxamide C(#N)C1=CC=C(C=C1)C1=CC=C2N1C=C(C=C2)C(=O)NCC2=NC=1C(=NC=CC1)N2